Tin antimony nickel oxide [Ni]=O.[Sb].[Sn]